N-(3,5-bistrifluoromethylphenyl)-[2,4'-bithiazole]-2'-amine FC(C=1C=C(C=C(C1)C(F)(F)F)NC=1SC=C(N1)C=1SC=CN1)(F)F